7-bromo-4-chloro-5-fluoro-N-(tetrahydro-2H-pyran-4-yl)quinoline-3-sulfonamide BrC1=CC(=C2C(=C(C=NC2=C1)S(=O)(=O)NC1CCOCC1)Cl)F